C(C1=CC=CC=C1)OC(CC=1C=C(C=CC1)C(C(=O)OC(C)(C)C)(CCCC(CS(=O)(=O)CCO[Si](C)(C)C(C)(C)C)(C)C)C)C(=O)OCC tert-butyl 2-(3-(2-(benzyloxy)-3-ethoxy-3-oxopropyl)phenyl)-7-((2-((tert-butyldimethylsilyl)oxy)ethyl)sulfonyl)-2,6,6-trimethylheptanoate